2-(4-oxo-2-thioxothiazolidin-3-yl)hexanoic acid O=C1N(C(SC1)=S)C(C(=O)O)CCCC